C1CCC12OCCC[C@@H]2N2N=C1N=C(C=NC1=C2)C2=C(C=C(C=C2C)C(F)(F)F)O |r| (S and R)-2-(2-(5-oxaspiro[3.5]nonan-9-yl)-2H-pyrazolo[3,4-b]pyrazin-6-yl)-3-methyl-5-(trifluoromethyl)phenol